(4-bromo-2-methyl-6-nitro-1H-benzo[d]imidazol-5-yl)(2-chloro-5-fluorophenyl)methanone BrC1=C(C(=CC=2NC(=NC21)C)[N+](=O)[O-])C(=O)C2=C(C=CC(=C2)F)Cl